O1C(=NCC1)N 4,5-dihydro-1,3-oxazol-2-amine